4-((2-amino-3,5-dibromobenzyl)amino)adamantan-1-ol NC1=C(CNC2C3CC4(CC(CC2C4)C3)O)C=C(C=C1Br)Br